aluminum monoacetoacetate bis(ethyl acetoacetate) C(C)CC(CC(=O)[O-])=O.C(C)CC(CC(=O)[O-])=O.C(CC(=O)C)(=O)[O-].[Al+3]